1-((cis)-bicyclo[3.1.0]hexan-3-yl)-4-((6-(2-fluorophenyl)pyridazin-3-yl)methyl)piperazine-2,3-dione C12CC(CC2C1)N1C(C(N(CC1)CC=1N=NC(=CC1)C1=C(C=CC=C1)F)=O)=O